tert-butyl (6'-ethyl-3-formyl-4'-methoxy[2,3'-bipyridin]-4-yl)carbamate C(C)C1=CC(=C(C=N1)C1=NC=CC(=C1C=O)NC(OC(C)(C)C)=O)OC